N1=CC(=CC=C1)CN1N=C(C=C1)C=1C=C(C=CC1N)C1=CC=CC=C1 3-(1-(pyridin-3-ylmethyl)-1H-pyrazol-3-yl)-[1,1'-biphenyl]-4-amine